N-methoxy-N-methyl-3-(2-methyl-2H-pyrazolo[3,4-b]pyridin-5-yl)-6-quinoxalinecarboxamide CON(C(=O)C=1C=C2N=C(C=NC2=CC1)C1=CC=2C(N=C1)=NN(C2)C)C